FC=1C=C2C(N(C(=NC2=CC1F)C)C1=CC=C(C=C1)NC(CC=1C=C2CCCC2=CC1)=O)=O N-(4-(6,7-difluoro-2-methyl-4-oxoquinazolin-3(4H)-yl)phenyl)-2-(2,3-dihydro-1H-inden-5-yl)acetamide